FC1=CC=C2C(CC(CC2=C1)CC(=O)OCC)=O ethyl 2-(7-fluoro-4-oxo-2,3-dihydro-1H-naphthalen-2-yl)acetate